FC(OC1CC(C1)N1C[C@H](N(CC1)C=1SC(=CN1)C(=O)O)COC(F)F)F (S)-2-(4-(3-(difluoromethoxy)cyclobutyl)-2-((difluoromethoxy)methyl)piperazin-1-yl)thiazole-5-carboxylic acid